methyl 3-((6-bromo-1-oxo-2,7-naphthyridin-2(1H)-yl)methyl)benzoate BrC=1C=C2C=CN(C(C2=CN1)=O)CC=1C=C(C(=O)OC)C=CC1